3-((5-(aminomethyl)-1-(4,4-difluorobutyl)-1H-benzo[d]imidazol-2-yl)methyl)-1-cyclopropyl-5-fluoro-1,3-dihydro-2H-benzo[d]imidazol-2-one NCC1=CC2=C(N(C(=N2)CN2C(N(C3=C2C=C(C=C3)F)C3CC3)=O)CCCC(F)F)C=C1